4-methyl-7H-pyrrolo[2,3-d]pyrimidin CC=1C2=C(N=CN1)NC=C2